(3S,4S)-tert-butyl 3-amino-4-phenylpiperidine-1-carboxylate N[C@@H]1CN(CC[C@H]1C1=CC=CC=C1)C(=O)OC(C)(C)C